ClC=1C=C(C=2N(C1)C(=NC2)C)C2=C(C(=O)OCC)C=C(C=C2)F Ethyl 2-{6-chloro-3-methylimidazo[1,5-a]pyridin-8-yl}-5-fluorobenzoate